NC[C@H](CC(=O)O)C[C@@H](CCOC1=C(C=CC=C1)F)C (3s,5s)-3-aminomethyl-7-(2-fluoro-phenoxy)-5-methyl-heptanoic acid